BrC1=CC2=C(S1)C=C(S2)Br 2,5-dibromo-thieno[3,2-b]Thiophene